methyl 4-amino-3-(3,6-dihydro-2H-pyran-4-yl)-1-methyl-1H-pyrazole-5-carboxylate NC=1C(=NN(C1C(=O)OC)C)C=1CCOCC1